The molecule is a poly(glycerol phosphate) compound having a D-alanyl-L-alanyl moiety attached to the hydroxy group of the repeating unit. It is a conjugate acid of a D-alanyl-L-alanyl poly(glycerol phosphate)(1-). C[C@H](C(=O)N[C@H](C)C(=O)O[C@@H](CO)COP(=O)(O)O)N